ethyl-1H-pyrazole-3-carbaldehyde C(C)N1N=C(C=C1)C=O